ClC1=C2C=C(NC2=CC=C1Cl)C(=O)N1CC(OCC1)C(=O)NC 4-(4,5-dichloro-1H-indole-2-carbonyl)-N-methylmorpholine-2-carboxamide